4-(4-chlorophenyl)-5-hydroxy-5-methylfuran-2(5H)-one ClC1=CC=C(C=C1)C1=CC(OC1(C)O)=O